CN1N=CC(=C1)C1=CC2=C(N[C@H](CN2)[C@@H](C2=CC=CC=C2)NC[C@H](C)C2=CC=C(C=C2)CC(=O)O)N=C1 |&1:23| 2-(4-((R and S)-1-(((R)-((R)-7-(1-methyl-1H-pyrazol-4-yl)-1,2,3,4-tetrahydropyrido[2,3-b]pyrazin-3-yl)(phenyl)methyl)amino)propan-2-yl)phenyl)acetic acid